C(#N)[C@@]1(CC12CC2)C=2C=C1C=C(N=CC1=CC2)NC(CC=2C=NC=CC2)=O (R)-N-(6-(1-cyanospiro[2.2]pentan-1-yl)isoquinolin-3-yl)-2-(pyridin-3-yl)acetamide